tert-butyl N-[2-[2-[[4-[[3-[3-cyano-1-(2,2-difluoroethyl)pyrazol-4-yl]imidazo[1,2-a]pyrazin-8-yl]amino]-2-ethyl-benzoyl]amino]ethoxy]ethyl]carbamate C(#N)C1=NN(C=C1C1=CN=C2N1C=CN=C2NC2=CC(=C(C(=O)NCCOCCNC(OC(C)(C)C)=O)C=C2)CC)CC(F)F